(3-aminopropyl)-1,4-butanediamine NCCCC(CCCN)N